ClC1=CC(=C(C=C1)C1(OC(C2=C(O1)C=CC=C2)C2=CNC=C2)C)F 3-(2-(4-chloro-2-fluorophenyl)-2-methylbenzo[d][1,3]dioxan-4-yl)-1H-pyrrole